tert-butyl (3S)-4-[(7S)-3-carbamoyl-2-(4-phenoxyphenyl)-4,5,6,7-tetrahydro-2H-pyrazolo[4,3-b]pyridin-7-yl]-3-methylpiperazine-1-carboxylate C(N)(=O)C=1N(N=C2C1NCC[C@@H]2N2[C@H](CN(CC2)C(=O)OC(C)(C)C)C)C2=CC=C(C=C2)OC2=CC=CC=C2